C1(=CC=C(C=C1)C(=O)C1=CC=C(C=C1)C1=CC=CC=C1)C1=CC=CC=C1 bis([1,1'-biphenyl]-4-yl)methanone